C1=CC=C2C(=C1)C(=CN2)C[C@@H](C(=O)O)NC(=O)[C@H](CO)NC(=O)[C@H](CCCCN)N The molecule is a tripeptide composed of L-lysine, L-serine and L-tryptophan joined in sequence by peptide linkages. It derives from a L-lysine, a L-serine and a L-tryptophan.